NC1=CC=C(CC2=CC(=CC=C2)CC2=CC=C(C=C2)N)C=C1 1,3-bis(4-aminobenzyl)benzene